OCNCCO 2-(hydroxymethylamino)ethanol